N-Phenyl-N-[1-(1-thiophen-2-ylpropan-2-yl)-4-piperidyl]propanamide C1(=CC=CC=C1)N(C(CC)=O)C1CCN(CC1)C(CC=1SC=CC1)C